COCCOC1CC(C1)NC1=NC(=NN2C1=C(C(=C2)C2=NN(C=C2)C)C)C=2N(C=CN2)C N-((1r,3r)-3-(2-Methoxyethoxy)cyclobutyl)-5-methyl-2-(1-methyl-1H-imidazol-2-yl)-6-(1-methyl-1H-pyrazol-3-yl)pyrrolo[2,1-f][1,2,4]triazin-4-amine